BrC1=CC=CC=2N=C(OC21)C2=C1C=C(N=CC1=C(N=C2)NC)NC(=O)C2CC2 N-(5-(7-bromobenzo[d]oxazol-2-yl)-8-(methylamino)-2,7-naphthyridin-3-yl)cyclopropanecarboxamide